tert-butyl 4-(7-(difluoromethoxy)indazol-1-yl)piperidine-1-carboxylate FC(OC=1C=CC=C2C=NN(C12)C1CCN(CC1)C(=O)OC(C)(C)C)F